4-((1-(4-(2-(2-Aminopyridin-3-yl)-5-(1-(difluoromethyl)-6-oxo-1,6-dihydropyridin-3-yl)-3H-imidazo[4,5-b]pyridin-3-yl)benzyl)piperidin-4-yl)amino)pyrimidine-2-carbonitrile NC1=NC=CC=C1C1=NC=2C(=NC(=CC2)C2=CN(C(C=C2)=O)C(F)F)N1C1=CC=C(CN2CCC(CC2)NC2=NC(=NC=C2)C#N)C=C1